4,4'-bis(phthalimidopropyl)benzil C1(C=2C(C(N1CCCC1=CC=C(C=C1)C(=O)C(=O)C1=CC=C(C=C1)CCCN1C(C=3C(C1=O)=CC=CC3)=O)=O)=CC=CC2)=O